2-(aminoxy)ethanol O(N)CCO